ClC1=NC=NC(=C1C=O)NCCCCCCCO 4-chloro-6-((7-hydroxyheptyl)amino)pyrimidine-5-carbaldehyde